N'-(2,5-dimethyl-4-(methyl(2-(trifluoromethyl)phenyl)amino)phenyl)-N-ethyl-N-methylformimidamide CC1=C(C=C(C(=C1)N(C1=C(C=CC=C1)C(F)(F)F)C)C)N=CN(C)CC